8-acetyl-2-(2-methoxyphenyl)-3,6-dimethylquinazolin-4(3H)-one C(C)(=O)C=1C=C(C=C2C(N(C(=NC12)C1=C(C=CC=C1)OC)C)=O)C